COC1=C(C=CC(=C1)OC)CN1C(N=C(C2=C1C(=C(N=C2)C2=CC(=CC1=CC=CC=C21)OC)F)O)=O 1-[(2,4-dimethoxyphenyl)methyl]-8-fluoro-4-hydroxy-7-(3-methoxy-1-naphthyl)pyrido[4,3-d]Pyrimidine-2-one